benzyl [R]-(+)-3-(3,4-methylenedioxyphenyl)-2-hydroxypropionate C1OC=2C=C(C=CC2O1)C[C@H](C(=O)OCC1=CC=CC=C1)O